ClC1=C(C=C(OC2=CC=C(C=C2)S(=O)(=O)N(CC(C)C)C=2C(=C(C(=O)O)C=CC2)O)C=C1C)C 3-(4-(4-chloro-3,5-dimethylphenoxy)-N-isobutylphenylsulfonamido)-2-hydroxybenzoic acid